2-(isoquinolin-7-yl)propan-2-amine hydrochloride Cl.C1=NC=CC2=CC=C(C=C12)C(C)(C)N